NC1=NC=NN2C1=C(C(=N2)C2=CC=C(C=C2)NC(C=C)=O)C2=CC(=C(C=C2)C(C2=CC=CC=C2)=O)OC N-(4-(4-amino-5-(4-benzoyl-3-methoxyphenyl)pyrazolo[5,1-f][1,2,4]triazin-6-yl)phenyl)acrylamide